tert-Butyl 2,2,6,6-tetradeuterio-4-[(2,2,3,3-tetradeuterio-1,4-benzodioxin-6-yl)oxy]piperidine-1-carboxylate [2H]C1(N(C(CC(C1)OC1=CC2=C(OC(C(O2)([2H])[2H])([2H])[2H])C=C1)([2H])[2H])C(=O)OC(C)(C)C)[2H]